2-(3-cyanophenyl)-3-(2,6-dimethyl-4-pyridinyl)pyrazolo[1,5-a]Pyrimidine-5-carboxylic acid C(#N)C=1C=C(C=CC1)C1=NN2C(N=C(C=C2)C(=O)O)=C1C1=CC(=NC(=C1)C)C